2-(2-Ethoxyethoxy)-1-aminoethan C(C)OCCOCCN